N=1C=CN2C1N=CC(=C2)C2=CNC=1N=C(N=C(C12)OC)NC1CCC(CC1)C(=O)N(C)C 4-((5-(imidazo[1,2-a]pyrimidin-6-yl)-4-methoxy-7H-pyrrolo[2,3-d]pyrimidin-2-yl)amino)-N,N-dimethylcyclohexane-1-carboxamide